ClC1=NC=C(C(=C1)Cl)[N+](=O)[O-] 2,4-dichloro-5-nitropyridin